BrC1=NC=CC(=C1)C([2H])([2H])C1=CC=CC=C1 2-bromo-4-(phenylmethyl-d2)pyridine